C1(CCCC1)CN1N=C(N=C1)C(=O)NC1C(N(C=2N(CC1)N=C(C2)C)C)=O 1-(cyclopentylmethyl)-N-(2,4-dimethyl-5-oxo-5,6,7,8-tetrahydro-4H-pyrazolo[1,5-a][1,3]diazepin-6-yl)-1H-1,2,4-triazole-3-carboxamide